ClC(=CC1=CN=C(N1C)C1=C(C=C(C=C1)C(F)(F)F)S(=O)(=O)CC)C(F)(F)F 5-(2-Chloro-3,3,3-trifluoroprop-1-en-1-yl)-2-(2-(ethylsulfonyl)-4-(trifluoromethyl)phenyl)-1-methyl-1H-imidazole